5-[(4-methoxy-3,5-dimethylpyridinyl)methanesulfinyl]1H-benzimidazole COC1=C(C(=NC=C1C)CS(=O)C1=CC2=C(NC=N2)C=C1)C